FC=1C=C(C#N)C=CC1CO[C@@H](CO)COCCCCCCCCCCCCCCCCCC (S)-3-fluoro-4-(((1-hydroxy-3-(octadecyloxy)propan-2-yl)oxy)methyl)benzonitrile